disodium 2,9-dimethyl-4,7-diphenyl-1,10-phenanthrolinedisulfonate CC1=CC(=C2C=C(C3=C(C(=C(N=C3C2=N1)C)S(=O)(=O)[O-])C4=CC=CC=C4)S(=O)(=O)[O-])C5=CC=CC=C5.[Na+].[Na+]